(R)-2-((1-(5-(piperidin-1-yl)-[1,2,4]triazolo[4,3-c]quinazolin-7-yl)ethyl)amino)benzoic acid N1(CCCCC1)C1=NC=2C(=CC=CC2C=2N1C=NN2)[C@@H](C)NC2=C(C(=O)O)C=CC=C2